N1([C@@H](CCC1)C(=O)OCCCCO)C(=O)OC(C)(C)C (S)-1-tert-butyl 2-(4-hydroxybutyl) pyrrolidine-1,2-dicarboxylate